C(CCCCCCC)(=O)OCCCCCCCCCCCCCCCCCC stearyl octanoate